tert-Butyl 4-methoxy-3-(2-oxo-2-(pyrrolidin-1-yl)ethyl)-1H-indole-1-carboxylate COC1=C2C(=CN(C2=CC=C1)C(=O)OC(C)(C)C)CC(N1CCCC1)=O